4-(3-(2,4-Difluoro-3-hydroxy-5-(trifluoromethyl)phenyl)-1-methyl-1H-pyrazolo[3,4-d]pyrimidin-6-yl)-1-(methylsulfonyl)piperazine-2-carbonitrile FC1=C(C=C(C(=C1O)F)C(F)(F)F)C1=NN(C2=NC(=NC=C21)N2CC(N(CC2)S(=O)(=O)C)C#N)C